C(C=C)ON(S(=O)(=O)C1=C(C=CC=C1)[N+](=O)[O-])[C@@H]1C=C([C@H](NC1)C(=O)N)C1CC1 (2s,5r)-5-(N-(allyloxy)-2-nitrophenylsulfonamido)-3-cyclopropyl-1,2,5,6-tetrahydropyridine-2-carboxamide